C1(=CC=CC=C1)C1CC(C(C(C1)=O)=CNC(C)C1=NC=CC=C1)=O 5-phenyl-2-(((1-(pyridin-2-yl)ethyl)amino)methylene)cyclohexane-1,3-dione